(Z-tetradecenyl)-acetic acid C(=C/CCCCCCCCCCCC)/CC(=O)O